2-methyl-3-(methylthio)-1H-pyrrolo[3,2-b]Pyridine-5-carbonitrile CC1=C(C2=NC(=CC=C2N1)C#N)SC